C(C)(=O)OC1CC2C3CCC4CCCCC4(C3CCC2(C1C=1C=CC(OC1)=O)C)C 10,13-dimethyl-17-(2-oxo-2H-pyran-5-yl)hexadecahydro-1H-cyclopenta[a]phenanthren-16-yl acetate